2-(4-(tert-butyl)phenyl)-5-chloro-4-methylpyridazin-3(2H)-one C(C)(C)(C)C1=CC=C(C=C1)N1N=CC(=C(C1=O)C)Cl